C(CCCCCC(C)C)OC(CCCCC(=O)OCCCCCCC(C)C)=O Diisononyladipat